C(CC(=O)C)(=O)O.C(\C=C\C(=O)O)(=O)O fumaric acid acetoacetate